4,6,6-trimethyl-4H-pyridine CC1C=CNC(C1)(C)C